ClC=1C=C(C=C(C1)NS(=O)(=O)C)NC(=O)C1=CN(C(=C1)C1=NC=CC=C1OCC=1C=NC=C(C1)CC)C N-(3-chloro-5-(methylsulfonamido)phenyl)-5-(3-((5-ethylpyridin-3-yl)methoxy)pyridin-2-yl)-1-methyl-1H-pyrrole-3-carboxamide